2-(6-(2-methyl-2H-pyrazolo[3,4-b]pyridin-5-yl)thieno[2,3-b]pyridin-2-yl)spiro[3.5]nonan-2-ol CN1N=C2N=CC(=CC2=C1)C1=CC=C2C(=N1)SC(=C2)C2(CC1(C2)CCCCC1)O